C(N)(O[C@H]1[C@H](C2=CC=C(C=C2CC1)Cl)O)=O (1S,2R)-6-chloro-1-hydroxy-1,2,3,4-tetrahydronaphthalen-2-yl carbamate